enanthic acid heptyl ester C(CCCCCC)OC(CCCCCC)=O